OC1=C(C=C(C=C1C(CC(C)(C)C)(C)C)C(C1=CC=CC=C1)(C)C)N1N=C2C(=N1)C=CC=C2 2-[2'-hydroxy-3'-(1,1,3,3-tetramethylbutyl)-5'-(α,α-dimethylbenzyl)phenyl]benzotriazol